6-cyclopropyl-imidazo[1,2-a]pyridine-2-carbaldehyde C1(CC1)C=1C=CC=2N(C1)C=C(N2)C=O